N1(CCOCC1)CC1(CC1)CNC(=O)C=1C=NC=NC1 N-({1-[(morpholin-4-yl)methyl]cyclopropyl}methyl)pyrimidine-5-carboxamide